3,5-dichloro-N-[4-fluoro-2-[3-[3-methoxypropyl-(methyl)amino]pyrrolidin-1-yl]-5-(2-morpholin-4-ylpyrimidin-5-yl)phenyl]benzamide ClC=1C=C(C(=O)NC2=C(C=C(C(=C2)C=2C=NC(=NC2)N2CCOCC2)F)N2CC(CC2)N(C)CCCOC)C=C(C1)Cl